OC1CCC(CC1)[C@H]1N(C[C@@H](CC1)C)C(C(=O)NC=1C=C(C=NC1)C(=O)N)=O |r| Racemic-5-[[2-[(2S,5R)-2-(4-hydroxycyclohexyl)-5-methyl-1-piperidyl]-2-oxo-acetyl]amino]pyridine-3-carboxamide